sodium 4,4-dimethyl-4-silapentanesulfonate C[Si](CCCS(=O)(=O)[O-])(C)C.[Na+]